2,6-dibenzyloxypyridin-3-amine C(C1=CC=CC=C1)OC1=NC(=CC=C1N)OCC1=CC=CC=C1